7-chloro-5-(4-chloro-2-fluorophenyl)-2,3-dimethylpyrido[4,3-d]pyrimidin-4(3H)-one ClC1=CC=2N=C(N(C(C2C(=N1)C1=C(C=C(C=C1)Cl)F)=O)C)C